5-(4-((7-ethyl-6-oxo-5,6-dihydro-1,5-naphthyridin-3-yl)amino)piperidin-1-yl)-N-methylpicolinamide C(C)C=1C(NC=2C=C(C=NC2C1)NC1CCN(CC1)C=1C=CC(=NC1)C(=O)NC)=O